5-cyano-N-methyl-N-(2,2,2-trifluoro-1-(3-fluoro-4-(trifluoromethyl)phenyl)ethyl)pyridine-3-sulfonamide C(#N)C=1C=C(C=NC1)S(=O)(=O)N(C(C(F)(F)F)C1=CC(=C(C=C1)C(F)(F)F)F)C